(2R,4R)-2-formyl-4-methoxypyrrolidine-1-carboxylic acid tert-butyl ester C(C)(C)(C)OC(=O)N1[C@H](C[C@H](C1)OC)C=O